1-((3R,5R)-4-(4,7-dimethoxy-1H-indole-2-carbonyl)-3,5-dimethylpiperazin-1-yl)-2-(1H-indol-2-yl)ethanone COC1=C2C=C(NC2=C(C=C1)OC)C(=O)N1[C@@H](CN(C[C@H]1C)C(CC=1NC2=CC=CC=C2C1)=O)C